NC1=C2C(=NC=N1)N(N=C2C2=C(C=C(C=C2)OC2=CC=CC=C2)F)[C@H]2CN(CCC2)C(CC#N)=O 3-((R)-3-(4-amino-3-(2-fluoro-4-phenoxyphenyl)-1H-pyrazolo[3,4-d]pyrimidin-1-yl)piperidin-1-yl)-3-oxopropanenitrile